[Cl-].C(C1=CC=CC=C1)[N+](NC)(NC)OC(C(=C)C)=O N-benzyl-N-methacryloxy-N,N-dimethylaminoammonium chloride